4-nitrophenyl (2-(6-oxo-5-(trifluoromethyl)-1,6-dihydropyridin-3-yl)ethyl) carbonate C(OC1=CC=C(C=C1)[N+](=O)[O-])(OCCC1=CNC(C(=C1)C(F)(F)F)=O)=O